BrC1=CC2=C(N=C(S2)NC(C2=CC=C(C=C2)N2CCOCC2)=O)C=C1 N-(6-Bromobenzothiazol-2-yl)-4-morpholinobenzamid